NC(C)(C)C=1C=C(C=CC1)C=1C(=NC(=C(N1)C)C1=C(C(=CC=C1)Cl)Cl)CO (3-(3-(2-aminopropane-2-yl)phenyl)-6-(2,3-dichlorophenyl)-5-methylpyrazin-2-yl)methanol